CN1C(=NC(=C1)C(F)(F)F)C1=CC=C(C=C1)CNC1=NC(=NC=C1O)C=1C(=NC=CC1)C(C)C 4-[([4-[1-methyl-4-(trifluoromethyl)-1H-imidazol-2-yl]phenyl]methyl)amino]-2-[2-(propan-2-yl)pyridin-3-yl]pyrimidin-5-ol